ClC=1C=C(N)C=C(C1OC=1N=C2C(=NC1)N(C=C2C(C)C)COCC[Si](C)(C)C)Cl 3,5-dichloro-4-[(7-isopropyl-5-[[2-(trimethyl-silyl)-ethoxy]methyl]-pyrrolo[2,3-b]-pyrazin-2-yl)oxy]aniline